3,3'-(1,4-phenylene)bis[1-(4-morpholinylphenyl)-2-propen-1-one] C1(=CC=C(C=C1)C=CC(=O)C1=CC=C(C=C1)N1CCOCC1)C=CC(=O)C1=CC=C(C=C1)N1CCOCC1